5-[5-[4-(2,4-difluorobenzoyl)piperazin-1-yl]-6-methyl-pyridazin-3-yl]-1H-pyrimidine-2,4-dione FC1=C(C(=O)N2CCN(CC2)C=2C=C(N=NC2C)C=2C(NC(NC2)=O)=O)C=CC(=C1)F